OC1CCN(CC1)C=O 4-hydroxy-piperidin-1-yl-methanone